4-fluoro-2-(6-(((1s,2s,3r,5r)-2-fluoro-9-azabicyclo[3.3.1]non-3-yl)oxy)pyridazin-3-yl)-5-(1H-pyrazol-4-yl)phenol FC1=CC(=C(C=C1C=1C=NNC1)O)C=1N=NC(=CC1)O[C@H]1[C@H]([C@@H]2CCC[C@H](C1)N2)F